11β,17-Dihydroxy-3,20-dioxopregn-4-en-21-yl acetate C(C)(=O)OCC([C@]1(CC[C@H]2[C@@H]3CCC4=CC(CC[C@]4(C)[C@H]3[C@H](C[C@]12C)O)=O)O)=O